B([O-])([O-])[O-].C(CCC)[P+](CCCC)(CCCC)CCCC.C(CCC)[P+](CCCC)(CCCC)CCCC.C(CCC)[P+](CCCC)(CCCC)CCCC tetrabutylphosphonium borate